Cl.C(C)[C@H]1OC2=C(CNC1)C=C(C1=CC=CC=C12)F (R)-2-ethyl-7-fluoro-2,3,4,5-tetrahydronaphtho[2,1-f][1,4]oxazepine hydrochloride